4-hydrazino-2-(trifluoromethyl)pyridine N(N)C1=CC(=NC=C1)C(F)(F)F